tert-butyl (S)-((4,4-difluorocyclohexyl)(5-formylbenzo[d]oxazol-2-yl)methyl)-carbamate FC1(CCC(CC1)[C@@H](C=1OC2=C(N1)C=C(C=C2)C=O)NC(OC(C)(C)C)=O)F